CC1=CC(=CN=N1)C(=O)N[C@@H]1CCC2=CC(=CC=C12)C1=NC(=NO1)C (R)-6-methyl-N-(5-(3-methyl-1,2,4-oxadiazol-5-yl)-2,3-dihydro-1H-inden-1-yl)pyridazine-4-carboxamide